(S)-N-(5-(2-(cyclopropanecarboxamido)-[1,2,4]triazolo[1,5-a]pyridin-7-yl)-2-methylpyridin-3-yl)-3-phenylisooxazolidine-2-carboxamide C1(CC1)C(=O)NC1=NN2C(C=C(C=C2)C=2C=C(C(=NC2)C)NC(=O)N2OCC[C@H]2C2=CC=CC=C2)=N1